1-((1,1'-biphenyl)-4-yl)-2-((5-((3-methoxyphenoxy)methyl)-1,3,4-oxadiazol-2-yl)thio)ethan-1-one C1(=CC=C(C=C1)C(CSC=1OC(=NN1)COC1=CC(=CC=C1)OC)=O)C1=CC=CC=C1